4-chloro-2-(5,5-dimethyl-1,2-dihydropyrrol-4-yl)thieno[2,3-b]pyridine ClC1=C2C(=NC=C1)SC(=C2)C2=CCNC2(C)C